COC1=CC=C(CN(S(=O)(=O)C2=C(C=CC(=C2C=2N=NN(N2)CC2=CC=C(C=C2)OC)I)S(=O)(=O)N[C@@H](CNC(OCC2=CC=CC=C2)=O)CO[Si](C)(C)C(C)(C)C)CC2=CC=C(C=C2)OC)C=C1 (S)-benzyl (2-(2-(N,N-bis(4-methoxybenzyl)sulfamoyl)-4-iodo-3-(2-(4-methoxybenzyl)-2H-tetrazol-5-yl)phenylsulfonamido)-3-((tert-butyldimethylsilyl) oxy)propyl)carbamate